C(C=C)(=O)NCC1=C(C=CC=C1)S(=O)(=O)O acryloylaminomethylbenzenesulfonic acid